N-(2-(((4S)-6-(4-chlorophenyl)-4-(2-(ethylamino)-2-oxoethyl)-1-methyl-4H-benzo[f][1,2,4]triazolo[4,3-a][1,4]diazepin-8-yl)oxy)ethyl)benzamide ClC1=CC=C(C=C1)C1=N[C@H](C=2N(C3=C1C=C(C=C3)OCCNC(C3=CC=CC=C3)=O)C(=NN2)C)CC(=O)NCC